ClC1=C(C(=O)N2N=C(C=C2SCC2=CC=CC=C2)C2CN(CCC2C(F)(F)F)S(=O)(=O)N2CCCC2)C=CC=C1 4-({[1-(2-Chlorobenzoyl)-3-[1-(pyrrolidin-1-sulfonyl)-4-(trifluoromethyl)piperidin-3-yl]-1H-pyrazol-5-yl]sulfanyl}methyl)benzol